(2S,4R)-1-(2-(1-acetyl-6-(2-methylpyrimidin-5-yl)-1H-indol-3-yl)acetyl)-N-(6-bromopyridin-2-yl)-4-fluoropyrrolidine-2-carboxamide C(C)(=O)N1C=C(C2=CC=C(C=C12)C=1C=NC(=NC1)C)CC(=O)N1[C@@H](C[C@H](C1)F)C(=O)NC1=NC(=CC=C1)Br